N1(CCCCC1)C1CCN(CC1)C(=O)Cl 4-piperidinopiperidine-1-carbonyl chloride